N1CCC(CC1)NC(OC1=C(C(=C(C=C1)N(CC1=CC=CC=C1)S(=O)(=O)C1=CC=CC=C1)CC)C#N)=O ethyl-(4-(N-benzylbenzenesulfonylamino)-2-cyanophenyl) piperidin-4-ylcarbamate